6-chloro-5-cyclopropyl-N-(4-methoxybenzyl)-N-(5-methyl-1-(tetrahydro-2H-pyran-2-yl)-1H-pyrazol-3-yl)-2-(methylthio)pyrimidin-4-amin ClC1=C(C(=NC(=N1)SC)N(C1=NN(C(=C1)C)C1OCCCC1)CC1=CC=C(C=C1)OC)C1CC1